2,5-Dibromoterephthalonitrile BrC1=C(C#N)C=C(C(=C1)C#N)Br